N-(1-benzyl-6-(6-chloropyridin-3-yl)-1H-pyrazolo[3,4-d]pyrimidin-4-yl)-5-nitrothiophene-2-carboxamide C(C1=CC=CC=C1)N1N=CC=2C1=NC(=NC2NC(=O)C=2SC(=CC2)[N+](=O)[O-])C=2C=NC(=CC2)Cl